CC(=CC(=O)O)C.C(CC(C)O)O 1,3-butanediol dimethylacrylate